5-bromo-1,2,3,4-tetrahydroquinoline BrC1=C2CCCNC2=CC=C1